C(CCCCC)C(C(=O)OC(CCCCCCCC(=O)OCCCN(CC)CC)C(CCCCCCCC)OC(C(CCCCCCCC)CCCCCC)=O)CCCCCCCC 3-(diethylamino)propyl (±)-syn-9,10-bis(2-hexyldecanoyloxy)stearate